6-{1H-pyrrolo[2,3-b]pyridine-3-yl}quinoline N1C=C(C=2C1=NC=CC2)C=2C=C1C=CC=NC1=CC2